N-(1-(6-(1,1-difluoroethyl)pyridin-2-yl)-2,3-dihydro-1H-pyrrolo[3,2-c]pyridin-6-yl)acetamide FC(C)(F)C1=CC=CC(=N1)N1CCC=2C=NC(=CC21)NC(C)=O